1-phenyl-1H-pyrrolo[2,3-b]pyridine-5-carbonitrile C1(=CC=CC=C1)N1C=CC=2C1=NC=C(C2)C#N